[(3R,9aS)-3-(3-chloro-4-fluoro-phenyl)-3-hydroxy-1,4,6,7,9,9a-hexahydropyrazino[2,1-c][1,4]oxazin-8-yl]-(2-chloro-3-methoxy-phenyl)methanone ClC=1C=C(C=CC1F)[C@@]1(CN2[C@H](CO1)CN(CC2)C(=O)C2=C(C(=CC=C2)OC)Cl)O